4-bromo-6-chloro-2,3-difluoroaniline BrC1=C(C(=C(N)C(=C1)Cl)F)F